ClC1=C2C(=NC(=C1)OC)N(C=C2)S(=O)(=O)C2=CC=C(C=C2)C 4-chloro-6-methoxy-1-(p-tolylsulfonyl)pyrrolo[2,3-b]pyridine